2,4-dichlorophenoxyethanol sodium [Na].ClC1=C(OC(C)O)C=CC(=C1)Cl